[Rh].C(C)(=O)CC(CC(=O)C1=C(C=CC=C1)P(C1=CC=CC=C1)C1=CC=CC=C1)=O (acetyl-acetonyl)carbonyl-(triphenylphosphine) rhodium